O=C(CNC(OC(C)(C)C)=O)N1CC2(OCCO2)C[C@H]1C(NCC1=CC=2C=NC=CC2N1S(=O)(=O)C1=CC=CC=C1)=O Tert-butyl (S)-(2-oxo-2-(8-(((1-(phenylsulfonyl)-1H-pyrrolo[3,2-c]pyridin-2-yl)methyl)carbamoyl)-1,4-dioxa-7-azaspiro[4.4]nonan-7-yl)ethyl)carbamate